ethyl (S)-3-(3-(4-hydroxy-1,6-dimethyl-2-oxo-1,2-dihydropyridin-3-yl)ureido)-3-(6-methoxy-3'-(trifluoromethoxy)biphenyl-3-yl)propanoate OC1=C(C(N(C(=C1)C)C)=O)NC(N[C@@H](CC(=O)OCC)C=1C=C(C(=CC1)OC)C1=CC(=CC=C1)OC(F)(F)F)=O